FC1(CCC(CC1)C1=NOC(=N1)N1CC2=C(CC1)N=C(S2)NC(=O)NCCCOC)F N-{5-[3-(4,4-difluorocyclohexyl)-1,2,4-oxadiazol-5-yl]-4,5,6,7-tetrahydro[1,3]thiazolo[5,4-c]pyridin-2-yl}-N'-(3-methoxypropyl)urea